(7-bromobenzo[D][1,3]dioxol-4-yl)ethan-1-one BrC1=CC=C(C2=C1OCO2)C(C)=O